ClC=1C=CC(=C(C1)C1=NC=2C(=NC(=CC2)N2[C@@H](CN(CC2)C(=O)OC(C)(C)C)C)N1C1=CN=NC=C1)F tert-butyl (3R)-4-[2-(5-chloro-2-fluorophenyl)-3-(pyridazin-4-yl)-3H-imidazo[4,5-b]pyridin-5-yl]-3-methylpiperazine-1-carboxylate